trans-bis(triethylphosphine) palladium dichloride [Pd](Cl)Cl.C(C)P(CC)CC.C(C)P(CC)CC